C(C)(C)(C)C=1C=C(C=C(C1O)C(C)(C)C)C(C(=O)OCCCCCCCCCCCCCCCCCC)C stearyl (3,5-di-tert-butyl-4-hydroxy phenyl)-propionate